(R)-2-methyl-N-[(1S)-1-[4-[1-methyl-4-(trifluoromethyl)imidazol-2-yl]phenyl]ethyl]propane-2-sulfinamide CC(C)(C)[S@@](=O)N[C@@H](C)C1=CC=C(C=C1)C=1N(C=C(N1)C(F)(F)F)C